P1C=CC=C1.[O] oxygen phosphole